palladium phenanthroline N1=CC=CC2=CC=C3C=CC=NC3=C12.[Pd]